7-(1-(Tert-Butoxycarbonyl)azetidin-3-yl)-1-(cyclopropylmethyl)-1H-indole-2-carboxylic acid ethyl ester C(C)OC(=O)C=1N(C2=C(C=CC=C2C1)C1CN(C1)C(=O)OC(C)(C)C)CC1CC1